5-(6-methoxypyrimidin-4-yl)-2-{3-[(3s,5r)-3-methyl-5-(propan-2-yl)piperazin-1-yl]-1,2,4-triazin-6-yl}phenol COC1=CC(=NC=N1)C=1C=CC(=C(C1)O)C1=CN=C(N=N1)N1C[C@@H](N[C@@H](C1)C(C)C)C